2-(3-Fluorobenzyl)-2H-indazole-6-carboxylic acid FC=1C=C(CN2N=C3C=C(C=CC3=C2)C(=O)O)C=CC1